Tert-butyl (2-((3-fluorophenyl)amino)-6-((3-(trifluoromethyl)phenyl)carbamoyl)pyridin-4-yl)carbamate FC=1C=C(C=CC1)NC1=NC(=CC(=C1)NC(OC(C)(C)C)=O)C(NC1=CC(=CC=C1)C(F)(F)F)=O